5-benzyl-N-(5-(2-chlorophenyl)pyridin-3-yl)-4H-1,2,4-triazole-3-carboxamide C(C1=CC=CC=C1)C=1NC(=NN1)C(=O)NC=1C=NC=C(C1)C1=C(C=CC=C1)Cl